2-(2-fluoro-4-methoxyphenyl)-2-((trimethylsilyl)oxy)acetonitrile FC1=C(C=CC(=C1)OC)C(C#N)O[Si](C)(C)C